O1C(CCCC1)OCCOC=1C=C(C=CC1)NC(=O)C=1C=C2C=CC=NC2=CC1 N-(3-(2-((tetrahydro-2H-pyran-2-yl)oxy)ethoxy)phenyl)quinoline-6-carboxamide